C(C)OC(=O)CCCCCCCCCCCCCCCCOC=1C2=CC=CC=C2C(=C2C=CC=CC12)OCCCCCCCCCCCCCCCCC(=O)OCC 9,10-bis(ethoxycarbonylhexadecyloxy)anthracene